2-((1-(6-chloro-4-ethynyl-2-morpholinoquinolin-8-yl)ethyl)-amino)benzoic acid ClC=1C=C2C(=CC(=NC2=C(C1)C(C)NC1=C(C(=O)O)C=CC=C1)N1CCOCC1)C#C